(1S,3AR,6AS)-2-(tert-butoxycarbonyl)octahydrocyclopenta[C]Pyrrole-1-carboxylic acid C(C)(C)(C)OC(=O)N1[C@@H]([C@@H]2[C@H](C1)CCC2)C(=O)O